C[C@H](CO)O R-(-)-1,2-propanediol